tert-butyl (2R,4S)-4-[2-(2,6-dioxo-3-piperidyl)-1-oxo-isoindolin-5-yl]oxy-2-methyl-piperidine-1-carboxylate O=C1NC(CCC1N1C(C2=CC=C(C=C2C1)O[C@@H]1C[C@H](N(CC1)C(=O)OC(C)(C)C)C)=O)=O